FC1(CC(C1)CC=O)F 2-(3,3-difluorocyclobutyl)ethanone